ClC(=C[C@H]1C([C@@H]1C(=O)O[C@@H](C1=CC(=CC=C1)OC1=CC=CC=C1)C#N)(C)C)Cl (S)-α-cyano-3-phenoxybenzyl (1R,3S)-3-(2,2-dichlorovinyl)-2,2-dimethylcyclopropanecarboxylate